(5s,7s)-methyl 2-(5-bromopyridin-2-yl)-2-azaadamantane-5-carboxylate BrC=1C=CC(=NC1)N1C2CC3CC(CC1C3)(C2)C(=O)OC